benzyl (4-((5-aminopentyl)(2-(benzyloxy)ethyl)amino)butyl)carbamate NCCCCCN(CCCCNC(OCC1=CC=CC=C1)=O)CCOCC1=CC=CC=C1